Tetradecyl 5-methylfuran-2-carboxylate CC1=CC=C(O1)C(=O)OCCCCCCCCCCCCCC